(S)-2-(2-(6-(2,5-dioxo-1H-pyrrol-1-yl)hexanamido)acetamido)-3-phenylpropionic acid O=C1N(C(C=C1)=O)CCCCCC(=O)NCC(=O)N[C@H](C(=O)O)CC1=CC=CC=C1